FC=1C=C(C=C(C1)F)[C@H]1N(OCC1)C(=O)[C@@H]1CC[C@H](CC1)CC=1C=CC(=C(C(=O)N)C1)F trans-5-[[4-[(3S)-3-(3,5-difluorophenyl)isoxazolidine-2-carbonyl]cyclohexyl]methyl]-2-fluoro-benzamide